BrCC1=C(SC=2N(C(N(C(C21)=O)C2CCOCC2)=O)CC2=C(C=CC=C2F)F)C2=CC=C(C=C2)[N+](=O)[O-] 5-(bromomethyl)-1-(2,6-difluorobenzyl)-6-(4-nitrophenyl)-3-(tetrahydro-2H-pyran-4-yl)thieno[2,3-d]pyrimidine-2,4(1H,3H)-dione